O=S1([C@H](N(C([C@H](C1)NC(C)=O)=O)C1=CC=CC=C1)C1=CC=CC=C1)=O N-[(2S,5R)-1,1,4-trioxo-2,3-diphenyl-1λ6,3-thiazinan-5-yl]acetamide